Dimethyl 2-(5-bromo-2-(((1-(tert-butoxycarbonyl)azetidin-3-yl)methyl)amino)-4-chlorophenoxy)pentanedioate BrC=1C(=CC(=C(OC(C(=O)OC)CCC(=O)OC)C1)NCC1CN(C1)C(=O)OC(C)(C)C)Cl